(rac)-(2s,4s)-2-(6-cyclopentyl-2-azaspiro[3.4]octane-2-carbonyl)-7-oxa-5-azaspiro[3.4]octane-6-one C1(CCCC1)[C@H]1CC2(CN(C2)C(=O)C2CC3(C2)NC(OC3)=O)CC1 |r|